silanol potassium salt [K].[SiH3]O